N-(4-(ethylsulfonyl)benzyl)-4-((2S)-2-(hydroxymethyl)-4-(4-(trifluoromethyl)phenyl)pyrrolidin-1-yl)benzamide C(C)S(=O)(=O)C1=CC=C(CNC(C2=CC=C(C=C2)N2[C@@H](CC(C2)C2=CC=C(C=C2)C(F)(F)F)CO)=O)C=C1